ClC1=C(C=C(C(=C1)F)N1C(N(C(=CC1=O)C(F)(F)F)C)=O)C1=NOC(C1)C 3-(2-chloro-4-fluoro-5-(3-methyl-2,6-dioxo-4-trifluoromethyl-3,6-dihydropyrimidin-1(2H)-yl)phenyl)-5-methyl-4,5-dihydroisoxazole